(R)-3-methyl-3-(methylsulfonyl)-dihydrofuran-2(3H)-one C[C@@]1(C(OCC1)=O)S(=O)(=O)C